3,7,11,15-tetramethylhexadeca-6,10-dien-1-yn-3-ol CC(C#C)(CCC=C(CCC=C(CCCC(C)C)C)C)O